2-(8-((2S,5R)-2,5-diethyl-4-(4-(trifluoromethoxy)benzyl)piperazin-1-yl)-5-methyl-6-oxo-5,6-dihydroimidazo[1,2-b]pyridazin-2-yl)acetonitrile C(C)[C@@H]1N(C[C@H](N(C1)CC1=CC=C(C=C1)OC(F)(F)F)CC)C=1C=2N(N(C(C1)=O)C)C=C(N2)CC#N